N-((3S)-4-(aminomethyl)tetrahydrofuran-3-yl)-5-(4-(trifluoromethyl)phenoxy)-2-naphthamide NCC1[C@@H](COC1)NC(=O)C1=CC2=CC=CC(=C2C=C1)OC1=CC=C(C=C1)C(F)(F)F